4-[(6-benzyloxy-3-pyridyl)sulfonimidoyl]benzoic Acid C(C1=CC=CC=C1)OC1=CC=C(C=N1)S(=O)(=N)C1=CC=C(C(=O)O)C=C1